NS(=O)(=O)NC1CCN(CC1)C1=C(C=C(C=C1)F)NC(=O)C=1N=C(C=2N(C1)C=C(N2)C)C2=C(C=CC=C2OC)F N-(2-{4-[(aminosulfonyl)amino]hexahydropyridin-1-yl}-5-fluorophenyl)-8-(1-fluoro-3-methoxybenzene-2-yl)-2-methylimidazo[3,2-a]pyrazine-6-carboxamide